tert-Butyl 2-[1-[6-methyl-2-(3-methyl-1H-indazol-5-yl)-4-oxo-chromen-8-yl]ethylamino]benzoate CC=1C=C2C(C=C(OC2=C(C1)C(C)NC1=C(C(=O)OC(C)(C)C)C=CC=C1)C=1C=C2C(=NNC2=CC1)C)=O